4-(2-(pyrrolidin-1-yl)ethyl)naphthalen-2-ol trifluoroacetate FC(C(=O)O)(F)F.N1(CCCC1)CCC1=CC(=CC2=CC=CC=C12)O